8-Chloro-2-(4-((5-cyclopropyl-3-(3,5-dichloropyridin-4-yl)isoxazol-4-yl)methoxy)bicyclo[2.2.2]octan-1-yl)-6-isopropoxychinolin ClC=1C=C(C=C2C=CC(=NC12)C12CCC(CC1)(CC2)OCC=2C(=NOC2C2CC2)C2=C(C=NC=C2Cl)Cl)OC(C)C